C12CN(CC(CC1)O2)C2=CC(=CN=N2)N2[C@@H](CNCC2)C 6-(8-Oxa-3-azabicyclo[3.2.1]octan-3-yl)-4-((R)-2-methylpiperazin-1-yl)pyridazine